ClC1=CC(=NC=2N1N=C(C2)C(F)(F)F)C 7-Chloro-5-methyl-2-(trifluoromethyl)pyrazolo[1,5-a]pyrimidine